4-(2,5-dioxotetrahydrofuran-3-yl)-1,2,3,4-tetrahydronaphthalene-1,2-dicarboxylic acid anhydride O=C1OC(CC1C1CC2C(C3=CC=CC=C13)C(=O)OC2=O)=O